2-((dimethyl-amino)methyl)-N-ethyl-6-((7-(7-fluoroimidazo[1,2-a]pyridin-3-yl)-3-oxoisoindolin-4-yl)amino)nicotinamide CN(C)CC1=C(C(=O)NCC)C=CC(=N1)NC1=C2C(NCC2=C(C=C1)C1=CN=C2N1C=CC(=C2)F)=O